2-(4,4-difluoropyrrolidin-3-yl)acetic acid TFA salt OC(=O)C(F)(F)F.FC1(C(CNC1)CC(=O)O)F